1-(2-((2-chloro-4-fluorophenyl)amino)-5-methyl-pyridin-4-yl)-N-(2-hydroxy-1-phenylethyl)-1H-pyrrole-3-carboxamide ClC1=C(C=CC(=C1)F)NC1=NC=C(C(=C1)N1C=C(C=C1)C(=O)NC(CO)C1=CC=CC=C1)C